BrC1=C(C=C(C=C1F)C1CC=NN1C(=O)C12CC(C1)(C2)COC2=NC=C(C#N)C=C2)F 6-((3-(5-(4-bromo-3,5-difluorophenyl)-4,5-dihydro-1H-pyrazole-1-carbonyl)-bicyclo[1.1.1]pentan-1-yl)-methoxy)nicotinonitrile